C(CCC)(=O)NC=1C=C(C(=O)NCCOC2=NC=C(C=C2Cl)C(F)(F)F)C=CN1 2-butyrylamino-N-(2-((3-chloro-5-(trifluoromethyl)pyridin-2-yl)oxy)ethyl)isonicotinamide